C(C)(C)C1(CCN(CC1)CCCOC1=NC(=NC2=CC=CC=C12)C)O 4-isopropyl-1-(3-((2-methylquinazolin-4-yl)oxy)propyl)piperidin-4-ol